C(C)(=O)ON1C(CN(CCN(CCN(CC1)OC(C)=O)OC(C)=O)OC(C)=O)CC1=CC=C(C=C1)SCCCCCCC(OC1=C(C(=CC(=C1F)F)F)F)=O 2'''-(2-(4-((7-oxo-7-(2,3,5,6-tetrafluorophenoxy) heptyl) thio) benzyl)-1,4,7,10-tetraazacyclododecane-1,4,7,10-tetrayl) tetraacetate